C(C)(C)N1C[C@H](N(CC1)C(=O)OC(C)(C)C)C tert-butyl (R)-4-isopropyl-2-methylpiperazine-1-carboxylate